(S)-(1-(5-chloro-2-(cyclopropylmethoxy)benzyl)piperidin-3-yl)methanamine hydrochloride Cl.ClC=1C=CC(=C(CN2C[C@@H](CCC2)CN)C1)OCC1CC1